(2S)-2-(5-(5-(4-(((tetrahydro-2H-pyran-2-yl)oxy)methyl)bicyclo[2.1.1]hexan-1-yl)-1H-pyrazol-3-yl)-1H-imidazol-1-yl)propan-1-ol O1C(CCCC1)OCC12CCC(C1)(C2)C2=CC(=NN2)C2=CN=CN2[C@H](CO)C